BrC=1C(=NC=C(C1)C)CC(=O)O 2-(3-bromo-5-methylpyridin-2-yl)acetic acid